FC1=C(C=CC=C1)C=CC(=O)N[C@@H](CO)C1=CC(=CC=C1)N1CCOCC1 (R)-3-(2-fluoro-phenyl)-N-[2-hydroxy-1-(3-morpholin-4-yl-phenyl)-ethyl]-acrylamide